C1(=CC=CC=C1)C=1C=CC=C2C(C=C(OC12)N1CCOCC1)=O 8-Phenyl-2-(morpholin-4-yl)-chromen-4-one